N-(2-(2-amino-6-oxo-1,6-dihydro-9H-purin-9-yl)ethyl)-1-ethyl-3-methyl-1H-pyrazole-5-carboxamide NC=1NC(C=2N=CN(C2N1)CCNC(=O)C1=CC(=NN1CC)C)=O